1-(trans-4-cyanotetrahydropyran-3-yl)-3-[(4-ethyl-2-hydroxy-1,2-benzoxaborole-6-yl)amino]pyrazole-4-carboxamide C(#N)[C@H]1[C@@H](COCC1)N1N=C(C(=C1)C(=O)N)NC1=CC2=C(CB(O2)O)C(=C1)CC